O1CCN(CC1)CN1C(C=CC1=O)=O N-(1-morpholinomethyl)maleimide